2-[3-(4-[2-[(9S)-7-(4-chlorophenyl)-4,5,13-trimethyl-3-thia-1,8,11,12-tetraazatricyclo[8.3.0.02,6]trideca-2(6),4,7,10,12-pentaen-9-yl]acetamido]butyl)phenyl]-acetic acid ClC1=CC=C(C=C1)C=1C=2C(=C(SC2N2C(=NN=C2[C@@H](N1)CC(=O)NCCCCC=1C=C(C=CC1)CC(=O)O)C)C)C